1-(4-(4-(3-(2,4-dihydroxy-5-isopropylphenyl)-5-hydroxy-4H-1,2,4-triazol-4-yl)benzyl)piperidin-1-yl)ethanone OC1=C(C=C(C(=C1)O)C(C)C)C1=NN=C(N1C1=CC=C(CC2CCN(CC2)C(C)=O)C=C1)O